C1CCC2=CC(=CC=C12)C(=O)O 2,3-dihydro-1H-indene-5-carboxylic acid